7-methoxy-N-[2-(propan-2-yloxy)ethyl]-6-[3-(pyrrolidin-1-yl)propoxy]-1H,2H,3H-cyclopenta[b]quinolin-9-amine COC1=CC=2C(=C3C(=NC2C=C1OCCCN1CCCC1)CCC3)NCCOC(C)C